CC(=C)C(=C)CC 2-methyl-3-ethyl-1,3-butadiene